2-(3-(benzo[d]thiazol-2-ylamino)-4-methyl-6,7-dihydropyrido[2,3-c]pyridazin-8(5H)-yl)-5-(3-(2-fluoro-4-(3-(methylamino)prop-1-yn-1-yl)phenoxy)propyl)thiazole-4-carboxylic acid S1C(=NC2=C1C=CC=C2)NC2=C(C1=C(N=N2)N(CCC1)C=1SC(=C(N1)C(=O)O)CCCOC1=C(C=C(C=C1)C#CCNC)F)C